ClC=1C(=CC(=C(C1)C1=NNC=C1C1=NC2=CC(=CN=C2C=C1)C=1N=C2N(CCNC2)C1)F)F 2-[3-(5-chloro-2,4-difluoro-phenyl)-1H-pyrazol-4-yl]-7-(5,6,7,8-tetrahydroimidazo[1,2-a]pyrazin-2-yl)-1,5-naphthyridine